C(#N)COC(=O)N1CCNC(C1)C.C1(OCCC2=CC=CC=C12)NC(C1=CC=CC=C1)=O N-(isochroman-1-yl)benzamide cyanomethyl-5-methylpiperazine-1-carboxylate